4-(piperazin-1-yl)but-2-enamide N1(CCNCC1)CC=CC(=O)N